NC1=CC(=C2CCCC(C2=C1Br)=O)C 7-Amino-8-bromo-5-methyl-3,4-dihydronaphthalen-1(2H)-one